BrC=1C=2CC[C@H]3N(C2N=CC1)CCCNC3 (R)-4-bromo-5,6,6a,7,8,9,10,11-octahydro-[1,4]diazepino[1,2-a][1,8]naphthyridine